N[C@@H](CCCCNC(C=1C=NC=CC1)=O)C(NCCCC[C@H](NC(N[C@@H](CCC(=O)OC(C)(C)C)C(=O)OC(C)(C)C)=O)C(=O)OC(C)(C)C)=O tri-tert-butyl (7S,14S,18S)-7-amino-1,8,16-trioxo-1-(pyridin-3-yl)-2,9,15,17-tetraazaicosane-14,18,20-tricarboxylate